Methyl 2-(3-isopropylphenyl)pyridine-1(2H)-carboxylate C(C)(C)C=1C=C(C=CC1)C1N(C=CC=C1)C(=O)OC